N-(2,6-bis(2,6-di-tert-butylpyridin-4-yl)phenyl)-4'-chloro-[1,1'-biphenyl]-3-amine C(C)(C)(C)C1=NC(=CC(=C1)C1=C(C(=CC=C1)C1=CC(=NC(=C1)C(C)(C)C)C(C)(C)C)NC=1C=C(C=CC1)C1=CC=C(C=C1)Cl)C(C)(C)C